OC(C(=O)O)C1=CC=CC=C1 ALPHA-HYDROXYPHENYLACETIC ACID